C(C)NNCC N-Ethylaminoethylamine